(hydroxymethyl)-2-ethyl-8-methyl-4H-[1,3]dioxino[4,5-c]pyridine OCC1OC(OC2=C(N=CC=C21)C)CC